C(C)(C)C1C(CCCC1)O 2-isopropyl-1-cyclohexanol